2-(6-phenyl-3H-imidazo[4,5-b]pyridin-2-yl)morpholine-4-carbonitrile C1(=CC=CC=C1)C=1C=C2C(=NC1)NC(=N2)C2CN(CCO2)C#N